(R)-4-chloromethyl-1,3-dioxolan-2-thione ClC[C@@H]1OC(OC1)=S